5-[4-[(3S)-1-(3-fluoropropyl)pyrrolidin-3-yl]oxyphenyl]-6-(3-hydroxyphenyl)-8,9-dihydro-7H-benzo[7]annulen-3-ol FCCCN1C[C@H](CC1)OC1=CC=C(C=C1)C1=C(CCCC2=C1C=C(C=C2)O)C2=CC(=CC=C2)O